FC1(CCN(CC1)C1CCN(CC1)C1=C(C=C(C(=C1)OC)NC1=NC=NC(=C1)N1OCC[C@@H]1C1=CC(=CC(=C1)F)F)NC(C=C)=O)F N-(2-(4,4-difluoro-[1,4-bipiperidine]-1'-yl)-5-((6-((R)-3-(3,5-difluorophenyl)isoxazolidine-2-yl)pyrimidine-4-yl)amino)-4-methoxyphenyl)acrylamide